tert-butyl (4R)-4-[(1R)-5-[methoxy(methyl)amino]-5-oxo-1-propyl-pent-3-enyl]-2,2-dimethyl-oxazolidine-3-carboxylate CON(C(C=CC[C@@H](CCC)[C@H]1N(C(OC1)(C)C)C(=O)OC(C)(C)C)=O)C